ClC1=NC=C(C=C1N1C(CCC1)=O)C(F)(F)F 1-(2-chloro-5-(trifluoromethyl)pyridin-3-yl)pyrrolidin-2-one